N1(CCCCC1)C1CCN(CC1)C([C@@H](CC(=O)N1CCC(CC1)N1C(NC2=CC=CC=C2C1)=O)NC=1C=C2C=NNC2=CC1)=O |r| (±)-1-[1,4']Bipiperidinyl-1'-yl-2-(1H-indazol-5-ylamino)-4-[4-(2-oxo-1,4-dihydro-2H-quinazolin-3-yl)-piperidin-1-yl]-butane-1,4-dione